Rac-(3aR,4R,4aR,9bS,9cR)-4a-(4-(difluoromethyl)phenyl)-9b-hydroxy-9-methoxy-4-phenyl-3,3a,4,4a,9b,9c-hexahydro-2H-oxazolo[4'',5'':4',5']cyclopenta[1',2':4,5]furo[2,3-c]pyridin-2-one FC(C1=CC=C(C=C1)[C@]12[C@](C3=C(C=NC=C3OC)O1)([C@H]1[C@@H]([C@H]2C2=CC=CC=C2)NC(O1)=O)O)F |r|